C(CCCCCCCCCCCCCC=CCCCCCCCC)(=O)OCCCCCCCCCCCCCCCCCCCCCC behenyl tetracos-15-enoate